ClCCC[C@H](O)C=1C=NC=CC1 (S)-4-chloro-1-(pyridin-3-yl)butan-1-ol